(5R,6S)-5-(4-(2,7-diazaspiro[3.5]nonane-2-yl)phenyl)-6-phenyl-5,6,7,8-tetrahydronaphthalen-2-ol C1N(CC12CCNCC2)C2=CC=C(C=C2)[C@@H]2C=1C=CC(=CC1CC[C@@H]2C2=CC=CC=C2)O